(13S)-13-methyl-7,10,14-trioxa-5,19,20,23-tetraazatetracyclo[13.5.2.12,6.018,21]tricosa-1(20),2(23),3,5,15(22),16,18(21)-heptaene C[C@H]1CCOCCOC2=NC=CC(C3=NNC=4C=CC(O1)=CC34)=N2